1-((2-Aminophenyl)amino)-1-(3-chloro-4-(trifluoromethyl)phenyl)-4,4,5,5,5-pentafluoropent-1-en NC1=C(C=CC=C1)NC(=CCC(C(F)(F)F)(F)F)C1=CC(=C(C=C1)C(F)(F)F)Cl